NC1=C(C=CC=C1)S 2-AminoThiophenol